N,N-Bis[3-(triethoxysilyl)propyl]-2-propen-1-amine C(C)O[Si](CCCN(CC=C)CCC[Si](OCC)(OCC)OCC)(OCC)OCC